1-(3-fluoropyrazolo[1,5-a]pyridin-6-yl)ethan-1-ol FC=1C=NN2C1C=CC(=C2)C(C)O